[N+](=O)([O-])C1=CC=C(C=C1)S(=O)(=O)NC=1C=C(C=CC1O)NC(=O)C1=CC=C(C=C1)C1=CC=CC=C1 N-(3-((4-Nitrophenyl)sulfonylamino)-4-hydroxyphenyl)-[1,1'-biphenyl]-4-carboxamide